1H-4-oxa-1,5-diaza-naphthalene N1C=COC2=NC=CC=C12